tertbutyl 2-hydroxyacetate OCC(=O)OC(C)(C)C